benzyl N-[(R)-[(2S)-5-azido-6-hydroxy-tetrahydropyran-2-yl]-cyclopropyl-methyl]-N-benzyl-carbamate N(=[N+]=[N-])C1CC[C@H](OC1O)[C@H](N(C(OCC1=CC=CC=C1)=O)CC1=CC=CC=C1)C1CC1